N,N-bis(2-ethylphenyl)oxamide C(C)C1=C(C=CC=C1)N(C(=O)C(=O)N)C1=C(C=CC=C1)CC